N-(5-((5-Cyano-4-(1-cyclopropyl-1H-indol-3-yl)pyrimidin-2-yl)amino)-4-methoxy-2-(3-(pyrrolidin-1-yl)azetidin-1-yl)phenyl)acrylamide C(#N)C=1C(=NC(=NC1)NC=1C(=CC(=C(C1)NC(C=C)=O)N1CC(C1)N1CCCC1)OC)C1=CN(C2=CC=CC=C12)C1CC1